ethyl 2-(2-((5-(3-(aminomethyl)phenyl)-7-(isopropylamino)benzofuran-3-yl)methoxy)phenyl)acetate NCC=1C=C(C=CC1)C=1C=C(C2=C(C(=CO2)COC2=C(C=CC=C2)CC(=O)OCC)C1)NC(C)C